3-methoxy-4-((3-(4-(((1S,4S)-4-morpholino-cyclohexyl)amino)-1-(2,2,2-trifluoroethyl)-1H-indol-2-yl)prop-2-yn-1-yl)amino)benzenesulfonamide COC=1C=C(C=CC1NCC#CC=1N(C2=CC=CC(=C2C1)NC1CCC(CC1)N1CCOCC1)CC(F)(F)F)S(=O)(=O)N